C(=C)P(O)(O)=O.FC1=C(C(=O)NC(C)(CC(C)(C)C)C)C=CC(=C1F)C1=C(C=C(C(=C1)NC(C1=C(C=C(C=C1)F)C(F)(F)F)=O)N1C[C@H](N([C@H](C1)C)C)C)F 2,3-difluoro-4-[2-fluoro-5-[[4-fluoro-2-(trifluoromethyl)benzoyl]amino]-4-[(3R,5S)-3,4,5-trimethylpiperazin-1-yl]phenyl]-N-(2,4,4-trimethylpentan-2-yl)benzamide vinyl-phosphonate